C1(CC1)[C@H](C(C)(C)O)N1CC=2C=CC=C(C2C1=O)C=1C=C2CN(C(C2=CC1)=O)C (R)-2-(1-Cyclopropyl-2-hydroxy-2-methylpropyl)-2'-methyl-[4,5'-biisoindoline]-1',3-dione